BrC=1C=NC(=NC1)N1N=C(N=C1[C@H](C)NC(OC(C)(C)C)=O)C1CC1 tert-Butyl N-[(1S)-1-[2-(5-bromopyrimidin-2-yl)-5-cyclopropyl-1,2,4-triazol-3-yl]ethyl]carbamate